ClC=1C=C(C=NC1OC1=CC=CC=C1)NC=1C2=C(N=CN1)C=CC(=N2)N2CC1(CCN1C(=O)OC(C)(C)C)C2 tert-Butyl 6-(4-((5-chloro-6-phenoxypyridin-3-yl)amino)pyrido[3,2-d]pyrimidin-6-yl)-1,6-diazaspiro[3.3]heptane-1-carboxylate